N-(3-aminopropyl)-2-chloro-4-morpholinothieno[3,2-d]pyrimidine-6-carboxamide NCCCNC(=O)C1=CC=2N=C(N=C(C2S1)N1CCOCC1)Cl